methyl-7-(4-methyl-6-propylpyridin-3-yl)-2,6-naphthyridin-3-amine CC1=NC(=CC2=CN=C(C=C12)C=1C=NC(=CC1C)CCC)N